C(C1CO1)OCCC[Si](OC(C)C)(OC(C)C)OC(C)C 3-Glycidyloxy-propyltriisopropoxysilan